4-(6-((2-Chloro-4-(methoxy(methyl)carbamoyl)benzyl)oxy)pyridin-2-yl)piperidine-1-carboxylic acid tert-butyl ester C(C)(C)(C)OC(=O)N1CCC(CC1)C1=NC(=CC=C1)OCC1=C(C=C(C=C1)C(N(C)OC)=O)Cl